[18F]fluorodeoxyglucose C(C1[C@H](C([C@@H]([C@@H](O1)O)[18F])O)O)O